4,5,5-trimethylfuran CC1=CCOC1(C)C